CC1=CC(=NC(=N1)C=1C=NN(C1)C1COC1)N1CC2(C=3C=NC(=CC31)NC(C)=O)CC2 N-(1'-(6-methyl-2-(1-(oxetan-3-yl)-1H-pyrazol-4-yl)pyrimidin-4-yl)-1',2'-dihydrospiro[cyclopropane-1,3'-pyrrolo[3,2-c]pyridin]-6'-yl)acetamide